10-(2,3-dihydroxy-1-hydroxymethylpropyl)-1,4,7,10-tetraazacyclododecane OC(C(CO)N1CCNCCNCCNCC1)CO